FC(C=1C=C(C=C(C1)C(F)(F)F)/C=C/C(=O)OCCC1=CC=CC=C1)(F)F Phenethyl (E)-3-[3,5-bis(trifluoromethyl)phenyl]acrylate